3-bromomethyl-cyclobutane-1,1-dicarboxylic acid di-tert-butyl ester C(C)(C)(C)OC(=O)C1(CC(C1)CBr)C(=O)OC(C)(C)C